ClC=1C=NC(=NC1)C1CCN(CC1)C=1N=C(C2=C(N1)CCCS2)NC2(CCC2)CO (R)-2-(4-(5-chloropyrimidin-2-yl)piperidin-1-yl)-4-((1-(hydroxymethyl)cyclobutyl)amino)-7,8-dihydro-6H-thiopyrano[3,2-d]Pyrimidine